1-(4-(2-(7,8-dimethylimidazo[1,2-a]pyridin-6-yl)-3-isopropyl-1H-indol-5-yl)piperidin-1-yl)-2-(methylamino)ethan-1-one CC1=C(C=2N(C=C1C=1NC3=CC=C(C=C3C1C(C)C)C1CCN(CC1)C(CNC)=O)C=CN2)C